O1CCN(CC1)CCN(CC[C@@H](C(=O)O)NC1=NC=NC2=CC=CC=C12)CCCCC1=NC=2NCCCC2C=C1 (S)-4-((2-morpholinoethyl)(4-(5,6,7,8-tetrahydro-1,8-naphthyridin-2-yl)butyl)amino)-2-(quinazolin-4-ylamino)butanoic acid